OC1(C(CCCC1)OC)C#CC1=CC=C(C(=O)OC)C=C1 methyl (rac)-4-((1-hydroxy-2-methoxycyclohexyl)ethynyl)benzoate